C(C)OC(=O)C1=CNC2=NC=CC=C21 1H-pyrrolo[2,3-b]pyridine-3-carboxylic acid ethyl ester